5-bromo-4-(trifluoromethyl)-pyrimidine BrC=1C(=NC=NC1)C(F)(F)F